C(C1=CC=CC=C1)[C@@](C(=O)NC=1C=NC2=C(C=CC=C2C1C)F)(CC(=C)Cl)C (2R)-2-benzyl-4-chloro-N-(8-fluoro-4-methyl-3-quinolyl)-2-methyl-pent-4-enamide